N,N-didecyl-N,N-dimethylammonium C(CCCCCCCCC)[N+](C)(C)CCCCCCCCCC